ClC1=CC=CC(=N1)C=1CCN(CC1)C(=O)[O-] 6-Chloro-3',6'-dihydro-[2,4'-bipyridine]-1'(2'H)-carboxylate